CC1=NN(C(=C1CC(=O)O)C)CC1=CC=C(C=C1)NC(=O)C=1C=C2C(C(NC(C2=CC1)=O)=O)=O 2-(3,5-Dimethyl-1-(4-(1,3,4-trioxo-1,2,3,4-tetrahydroisoquinoline-6-carboxamido)benzyl)-1H-pyrazol-4-yl)acetic acid